tert-butyl (3R,4S)-4-((4-(3-(2,6-bis(benzyloxy)pyridin-3-yl)-1-methyl-1H-indazol-6-yl)piperazin-1-yl)methyl)-3-fluoropiperidine-1-carboxylate C(C1=CC=CC=C1)OC1=NC(=CC=C1C1=NN(C2=CC(=CC=C12)N1CCN(CC1)C[C@H]1[C@H](CN(CC1)C(=O)OC(C)(C)C)F)C)OCC1=CC=CC=C1